1-(6-(pyrrolidin-1-yl)pyridin-3-yl)piperazine dihydrochloride Cl.Cl.N1(CCCC1)C1=CC=C(C=N1)N1CCNCC1